N-(4,6-dichloro-1,3,5-triazin-2-yl)-2-chloro-4-methyl-aniline-1-propanesulfonic acid ClC1=NC(=NC(=N1)Cl)NC1(C(C=C(C=C1)C)Cl)CCCS(=O)(=O)O